CN(CCC1(C(C=C(C(=C1)SC)NC1=NC=CC(=N1)C1=CN(C2=CC=CC=C12)C)[N+](=O)[O-])NC)C 1-(2-(dimethylamino)ethyl)-N1-methyl-N4-(4-(1-methyl-1H-indol-3-yl)pyrimidin-2-yl)-5-(methylthio)-2-nitrobenzene-1,4-diamine